(Z)-2-(5-Ethyl-1-(3-((4-fluorophenoxy)methyl)benzylidene)-2-methyl-1H-inden-3-yl)acetic acid C(C)C=1C=C2C(=C(/C(/C2=CC1)=C/C1=CC(=CC=C1)COC1=CC=C(C=C1)F)C)CC(=O)O